ClC1=NC2=CC=CC=C2C(=C1C(=O)OC)Cl methyl 2,4-dichloroquinoline-3-carboxylate